C(CC1=CC=CC=C1)OC(=O)C1=C(NC(=C(C1C=1C2=C(SC1)C=CC=C2)C(C)=O)C)C 5-acetyl-4-(benzo[b]thiophen-3-yl)-2,6-dimethyl-1,4-dihydropyridine-3-carboxylic acid phenethyl ester